N\C(=C/C(=O)OC)\CCOC Methyl (Z)-3-amino-5-methoxypent-2-enoate